3-(3-((6-Chloro-2-ethyl-2,3-dihydrobenzo[f][1,4]oxazepin-4(5H)-yl)methyl)-4-methylphenyl)-3-(1,4-dimethyl-1H-benzo[d][1,2,3]triazol-5-yl)propanoic acid ClC1=CC=CC2=C1CN(CC(O2)CC)CC=2C=C(C=CC2C)C(CC(=O)O)C2=C(C1=C(N(N=N1)C)C=C2)C